BrC=1C(=NC(=CC1)Cl)C(C#N)(CC)C (3-bromo-6-chloropyridin-2-yl)-2-methylbutanenitrile